C(C=C)(=O)OCCCC=1C2=CC=CC=C2C=C2C=CC=CC12 3-(9-anthracenyl)propyl acrylate